Quinazoline-3-carboxylic acid N=1CN(C=C2C=CC=CC12)C(=O)O